5-(((1-(3,3-dimethyl-2,3-dihydro-1H-pyrrolo[3,2-b]pyridine-1-carbonyl)piperidin-4-yl)(methyl)amino)methyl)-2-fluorobenzonitrile CC1(CN(C=2C1=NC=CC2)C(=O)N2CCC(CC2)N(C)CC=2C=CC(=C(C#N)C2)F)C